ClC=1C=C(C(=O)NC2=CC=C(C=C2)[C@@H]2CNCCC2)C=CC1Cl |r| (RS)-3,4-Dichloro-N-(4-piperidin-3-yl-phenyl)-benzamide